CN1N=C(C=C1C)C=1C=C2C(=NC=NC2=C(C1)OC)NCC=1N=NC(=CC1)C 6-(1,5-dimethyl-1H-pyrazol-3-yl)-8-methoxy-N-((6-methylpyridazin-3-yl)methyl)quinazolin-4-amine